N-(4-chloro-1-methyl-3-(trifluoromethyl)-1H-pyrazol-5-yl)-2-fluorobenzamide ClC=1C(=NN(C1NC(C1=C(C=CC=C1)F)=O)C)C(F)(F)F